5-Bromo-2-(difluoromethyl)-4-methoxy-1-methyl-1H-benzo[d]imidazole BrC1=C(C2=C(N(C(=N2)C(F)F)C)C=C1)OC